C1(=CC=CC=C1)C1=NC(NC(=N1)C=CC1=CC=CC=C1)=O 4-phenyl-6-styryl-1,3,5-triazin-2(1H)-one